(biphenylyl)[(diphenyl-d10)triazinylphenyl]dibenzoselenophene C1(=C(C=CC=C1)C1=C(C2=C([Se]C3=C2C=CC=C3)C=C1)C1=C(C(=C(C=C1)C1(C(C(C(C(C1[2H])([2H])[2H])([2H])[2H])([2H])[2H])([2H])[2H])[2H])C1(C(C(C(C(C1[2H])([2H])[2H])([2H])[2H])([2H])[2H])([2H])[2H])[2H])C1=NN=NC=C1)C1=CC=CC=C1